C(C)(C)C1=C(C(=CC=C1)C(C)C)N1C(C=CC1=O)=O N-(2,6-diisopropylphenyl)maleimide